4-decyl-1,10-phenanthroline C(CCCCCCCCC)C1=CC=NC2=C3N=CC=CC3=CC=C12